C1(=CC=CC=C1)C=1C2=CC=C(N2)C(=C2C=CC(C(=C3C=CC(=C(C=4C=CC1N4)C4=CC=CC=C4)N3)C3=CC=CC=C3)=N2)C2=CC=CC=C2.[Zn+2] Zinc (II) 5,10,15,20-tetraphenyl-porphyrin